OC=1C=C(C2=CC=CC=C2C1)N1CC=2N=C(N=C(C2CC1)N1C[C@@H](NCC1)CC#N)OC[C@@H]1N(CCC1)C 2-[(2S)-4-[7-(3-hydroxy-1-naphthyl)-2-[[(2R)-1-methylpyrrolidin-2-yl]methoxy]-6,8-dihydro-5H-pyrido[3,4-d]pyrimidin-4-yl]piperazin-2-yl]acetonitrile